1-(2,4-difluorophenyl)-piperazine FC1=C(C=CC(=C1)F)N1CCNCC1